C(#N)C=1C=C2C(=NC(=NN2C1)C1=CNC2=NC=C(C=C21)F)NC2C(C1CCC2CC1)C(=O)O 3-((6-cyano-2-(5-fluoro-1H-pyrrolo[2,3-b]pyridin-3-yl)pyrrolo[2,1-f][1,2,4]triazin-4-yl)amino)bicyclo[2.2.2]octane-2-carboxylic acid